4-[5-(4-benzyl-6-chloro-2-oxo-1H-quinolin-3-yl)-3-(1-methylindol-5-yl)-3,4-dihydropyrazol-2-yl]-4-oxo-butanoic acid C(C1=CC=CC=C1)C1=C(C(NC2=CC=C(C=C12)Cl)=O)C=1CC(N(N1)C(CCC(=O)O)=O)C=1C=C2C=CN(C2=CC1)C